FC1=C(C=CC(=C1F)OC1=NC=CC=C1C1=NC(=NC=C1)NC1CCN(CC1)C)NS(=O)(=O)CC1=CC=CC=C1 N-(2,3-difluoro-4-((3-(2-((1-methylpiperidin-4-yl)amino)pyrimidin-4-yl)pyridin-2-yl)oxy)phenyl)-1-phenylmethanesulfonamide